N-(bis(2-(trimethylsilyl)phenyl)phosphaneyl)-N-isopropyl-1,1-bis(4-(tributylsilyl)phenyl)phosphanamine C[Si](C1=C(C=CC=C1)P(N(P(C1=CC=C(C=C1)[Si](CCCC)(CCCC)CCCC)C1=CC=C(C=C1)[Si](CCCC)(CCCC)CCCC)C(C)C)C1=C(C=CC=C1)[Si](C)(C)C)(C)C